(phosphonomethyl)-2-piperidinecarboxylic acid P(=O)(O)(O)CN1C(CCCC1)C(=O)O